1-[(2-{6,6-difluoro-3-azabicyclo[3.1.0]hex-3-yl}-4-methylpyrimidin-5-yl)methyl]-1H-1,2,3-triazole-4-carboxylic acid lithium salt [Li+].FC1(C2CN(CC12)C1=NC=C(C(=N1)C)CN1N=NC(=C1)C(=O)[O-])F